4-Morpholinobenzophenon O1CCN(CC1)C1=CC=C(C(=O)C2=CC=CC=C2)C=C1